(5-(((2-(2,6-dioxopiperidin-3-yl)-1-oxoisoindolin-4-yl)thio)methyl)furan-2-yl)methyl 2-(adamantan-1-yl)acetate C12(CC3CC(CC(C1)C3)C2)CC(=O)OCC=2OC(=CC2)CSC2=C3CN(C(C3=CC=C2)=O)C2C(NC(CC2)=O)=O